C(C(=C)C)(=O)[O-].C[N+](C)(C)Cl trimethylammoniochloride methacrylate